COC(=O)[C@H]1N([C@H]([Se][C@@H]1C1CCCCC1)C(C)(C)C)C=O (2R,4R,5R)-2-(tert-butyl)-5-cyclohexyl-3-formyl-1,3-selenazolidine-4-carboxylic acid methyl ester